6-[3-(dibutylcarbamoyl)-1H-indol-1-yl]-7-{[(3S)-3-(morpholin-4-ylmethyl)-3,4-dihydroisoquinolin-2(1H)-yl]carbonyl}-3,4-dihydroisoquinoline-2(1H)-carboxylic acid phenyl ester C1(=CC=CC=C1)OC(=O)N1CC2=CC(=C(C=C2CC1)N1C=C(C2=CC=CC=C12)C(N(CCCC)CCCC)=O)C(=O)N1CC2=CC=CC=C2C[C@H]1CN1CCOCC1